N-[(1R,2R,3S,4R,7Z)-7-(cyclopropylmethylidene)-3-[(2,2-dimethylpropyl)carbamoyl]bicyclo[2.2.1]heptan-2-yl]-5-{[(1-hydroxycyclopropyl)methoxy]methyl}-2-methoxypyridine-3-carboxamide C1(CC1)\C=C\1/[C@@H]2[C@H]([C@H]([C@H]1CC2)C(NCC(C)(C)C)=O)NC(=O)C=2C(=NC=C(C2)COCC2(CC2)O)OC